N-{(2S,3R)-4,4-difluoro-1-((1r,3S)-3-fluorocyclobutane-1-carbonyl)-2-[(2,2',5'-trifluoro[1,1'-biphenyl]-3-yl)methyl]pyrrolidin-3-yl}ethanesulfonamide FC1([C@@H]([C@@H](N(C1)C(=O)C1CC(C1)F)CC=1C(=C(C=CC1)C1=C(C=CC(=C1)F)F)F)NS(=O)(=O)CC)F